ClC1=C(C(=CC=C1)F)C1=NOC(=C1C1=NC=CC=N1)C=1C=NN(C1C(F)F)CCC(C)C 4-(4-(3-(2-Chloro-6-fluorophenyl)-4-(pyrimidin-2-yl)isoxazol-5-yl)-5-(difluoromethyl)-1H-pyrazol-1-yl)-2-methylbutan